10-(4-bromophenyl)phenothiazine BrC1=CC=C(C=C1)N1C2=CC=CC=C2SC=2C=CC=CC12